diacetyl-succinimide C(C)(=O)C1C(C(=O)NC1=O)C(C)=O